N-methoxy-N-methyl-5-(m-tolyl)oxazole-4-carboxamide CON(C(=O)C=1N=COC1C=1C=C(C=CC1)C)C